CN(C)\C=N/N=C/N(C)C (1E,N'Z)-N'-((dimethylamino)methylene)-N,N-dimethylformohydrazonamide